4-bromo-2-(bromomethyl)-1-methylbenzene BrC1=CC(=C(C=C1)C)CBr